(1-(2-Hydroxyquinolin-5-yl)cyclopropyl)-2-methyl-5-((1-methylazetidin-2-yl)methoxy)benzamide OC1=NC2=CC=CC(=C2C=C1)C1(CC1)C=1C(=C(C(=O)N)C=C(C1)OCC1N(CC1)C)C